(E)-3-(4-((4-((3-(diethylamino)propyl)amino)-6-phenyl-1,3,5-triazin-2-yl)amino)-2-methoxyphenyl)-2-phenylacrylonitrile C(C)N(CCCNC1=NC(=NC(=N1)C1=CC=CC=C1)NC1=CC(=C(C=C1)/C=C(/C#N)\C1=CC=CC=C1)OC)CC